C12(CC(C1)C2)NC(=O)NC2=C(C(=NN2C)C2CC(C2)(F)F)C2CCC2 1-(bicyclo[1.1.1]pentan-1-yl)-3-(4-cyclobutyl-3-(3,3-difluorocyclobutyl)-1-methyl-1H-pyrazol-5-yl)urea